(trans)-N-(2-chloro-3-((3,5-dimethyl-4-oxo-3,4-dihydroquinazolin-6-yl)amino)-4-fluorophenyl)-3,4-difluoropyrrolidine-1-sulfonamide ClC1=C(C=CC(=C1NC=1C(=C2C(N(C=NC2=CC1)C)=O)C)F)NS(=O)(=O)N1C[C@H]([C@@H](C1)F)F